CC(COC1=CC=C(C=C1)CN1CC2(CC2)CC(C1=O)C=O)C 5-[[4-(2-Methylpropyloxy)phenyl]methyl]-6-oxo-5-azaspiro[2.5]octane-7-carbaldehyde